C1(CC1)C=1N=NN(C1)[C@H](C(=O)N1[C@@H](C[C@H](C1)O)C(=O)NCC1C(CCC1)N1S(CCC1)(=O)=O)C(C)(C)C (2S,4r)-1-[(2S)-2-(4-cyclopropyl-triazol-1-yl)-3,3-dimethyl-butyryl]-N-[[2-(1,1-dioxo-1,2-thiazolidine-2-yl)cyclopentyl]methyl]-4-hydroxy-pyrrolidine-2-carboxamide